C(=O)C1CCC(CC1)N1CCN(CC1)C(=O)OC(C)(C)C tert-butyl 4-(4-formylcyclohexyl)piperazine-1-carboxylate